FC[C@H]1CNCCC1 (R)-3-(fluoromethyl)piperidine